ClC1=CC(=C(COC2=NC(=CC=C2)C=2C=NNC2)C=C1)F 2-((4-chloro-2-fluorobenzyl)oxy)-6-(1H-pyrazol-4-yl)pyridine